C(C)OC=1C=C(C(=O)[O-])C=C(C1OCC)OCC 3,4,5-triethoxybenzoate